N1-(3,5-difluorophenyl)-5-fluoro-2-methylbenzene-1,3-diamine FC=1C=C(C=C(C1)F)NC1=C(C(=CC(=C1)F)N)C